BrC1=CN=C(S1)SC1=NN=C(S1)N 5-((5-bromothiazol-2-yl)thio)-1,3,4-thiadiazol-2-amine